3,4-bis(benzyloxy)benzaldehyde C(C1=CC=CC=C1)OC=1C=C(C=O)C=CC1OCC1=CC=CC=C1